FC1=C(NC=2C3=C(N=CN2)C=CC(=N3)N3CCN(C2(CC2)C3)C(=O)OC(C)(C)C)C=CC=C1C tert-butyl 7-[4-(2-fluoro-3-methyl-anilino)pyrido[3,2-d]pyrimidin-6-yl]-4,7-diazaspiro[2.5]octane-4-carboxylate